Cl.CN1C2=C(OC(C1)C1=CC=C(C=C1)C(F)(F)F)C=CC(=C2)CN (4-methyl-2-(4-(trifluoromethyl)phenyl)-3,4-dihydro-2H-benzo[b][1,4]oxazin-6-yl)methylamine hydrochloride